5-[1-hydroxy-2-(2-methoxyphenylamino)ethyl]-1,3,4-oxadiazole-2(3H)-thione OC(CNC1=C(C=CC=C1)OC)C1=NNC(O1)=S